BrC1=NN(C(=N1)Br)C([2H])([2H])[2H] 3,5-dibromo-1-(2H3)methyl-1H-1,2,4-triazole